Cl.Cl.N1(CCC1)CC1=C(CNCC(=O)NC=2C=C3CC4(C(NC5=NC=CC=C54)=O)CC3=CC2)C=CC=C1 2-((2-(Azetidin-1-ylmethyl)benzyl)amino)-N-(2'-oxo-1,1',2',3-tetrahydrospiro[indene-2,3'-pyrrolo[2,3-b]pyridin]-5-yl)acetamide dihydrochloride